3-(pyrimidin-2-yl)isothiazole-5-carboxamide N1=C(N=CC=C1)C1=NSC(=C1)C(=O)N